(1r,4r)-4-(chloroformyl)cyclohexane-1-carboxylic acid methyl ester COC(=O)C1CCC(CC1)C(=O)Cl